(R)-5-(2-(dimethylamino)ethoxy)-N-(1-(3-(1-(ethyl-d5)-1H-pyrazol-3-yl)-5-(1-(methyl-d3)-1H-pyrazol-4-yl)phenyl)ethyl-1,2,2,2-d4)-2-methylbenzamide CN(CCOC=1C=CC(=C(C(=O)N[C@@](C([2H])([2H])[2H])([2H])C2=CC(=CC(=C2)C=2C=NN(C2)C([2H])([2H])[2H])C2=NN(C=C2)C(C([2H])([2H])[2H])([2H])[2H])C1)C)C